2-(4-(cyclopentylmethylsulfonyl)phenyl)acetic acid C1(CCCC1)CS(=O)(=O)C1=CC=C(C=C1)CC(=O)O